2'-(ethane-1,2-diylbis(5-carbamoyl-4-methoxy-1H-benzo[d]imidazole-1,2-diyl))bis(4-chlorobenzoic acid) C(CN1C(=NC2=C1C=CC(=C2OC)C(N)=O)C2=C(C(=O)O)C=CC(=C2)Cl)N2C(=NC1=C2C=CC(=C1OC)C(N)=O)C1=C(C(=O)O)C=CC(=C1)Cl